[5-(4-chlorobenzamido)-2-[(4-chlorophenyl)methyl]-3-oxo-1,2,4-thiadiazolidin-4-yl]methyl (2S)-2-[(2S)-2-azaniumyl-3-methylbutanamido]-3-methylbutanoate Trifluoroacetate FC(C(=O)[O-])(F)F.[NH3+][C@H](C(=O)N[C@H](C(=O)OCN1C(N(SC1NC(C1=CC=C(C=C1)Cl)=O)CC1=CC=C(C=C1)Cl)=O)C(C)C)C(C)C